[2-[[4-(cyclobutylcarbamoyl)-5-methyl-thiazol-2-yl]-(2,6-difluoro-4-pyridyl)amino]-1-methyl-2-oxo-ethyl]ethyl carbonate C(OCCC(C(=O)N(C1=CC(=NC(=C1)F)F)C=1SC(=C(N1)C(NC1CCC1)=O)C)C)([O-])=O